Cl.NC(C(=O)N1CCN(CC1)C(=O)NC1=NC(N(C=C1)C1=CC=C(C=C1)CNC12CC(C1)(C2)N)=O)(C)C 4-(2-Amino-2-methylpropanoyl)-N-(1-(4-(((3-aminobicyclo[1.1.1]pentan-1-yl)amino)methyl)phenyl)-2-oxo-1,2-dihydropyrimidin-4-yl)piperazine-1-carboxamide Hydrochloride Salt